1-(2-{3,6-diazabicyclo[3.2.0]heptan-3-yl}-5-fluoropyrimidin-4-yl)-N-{imidazo[1,2-a]pyridin-3-ylmethyl}azetidine-3-carboxamide C12CN(CC2NC1)C1=NC=C(C(=N1)N1CC(C1)C(=O)NCC1=CN=C2N1C=CC=C2)F